N-(4-fluorophenethyl)-3-((6-phenylpyridazin-3-yl)amino)benzamide FC1=CC=C(CCNC(C2=CC(=CC=C2)NC=2N=NC(=CC2)C2=CC=CC=C2)=O)C=C1